BrC1=C(C=C(C=C1)Cl)B(O)O (2-bromo-5-chlorophenyl)boronic acid